ClC1=CC(=NC2=NC=C(C=C12)N1C[C@H](NC2(CC2)C1)C)C1=CC2=CN(N=C2C(=C1OCOC)C)C 4-chloro-2-[6-(methoxymethoxy)-2,7-dimethylindazol-5-yl]-6-[(5R)-5-methyl-4,7-diazaspiro[2.5]octan-7-yl]-1,8-naphthyridine